3-[[4-[3-fluoro-5-methoxy-2-(2H-tetrazol-5-yl)phenyl]piperazin-1-yl]-methyl]pyridazine FC=1C(=C(C=C(C1)OC)N1CCN(CC1)CC=1N=NC=CC1)C=1N=NNN1